(R)-N-(1-cyanopyrrolidin-3-yl)-3-(N-methylisobutylamino)benzamide C(#N)N1C[C@@H](CC1)NC(C1=CC(=CC=C1)N(C)CC(C)C)=O